IC=1C=NN(C1)C(C(=O)NC1=C(C=C(C=C1)C(F)(F)F)C#CC)(C([2H])([2H])[2H])C([2H])([2H])[2H] 2-(4-iodo-1H-pyrazol-1-yl)-2-(methyl-d3)-N-(2-(prop-1-yn-1-yl)-4-(Trifluoromethyl)phenyl)propanamide-d3